BrC1=CC=C(OP(=O)(OC2=CC=C(C=C2)[N+](=O)[O-])N[C@@H](CC(=O)OCCCCC)C(=O)OCCCCC)C=C1 Dipentyl ((4-bromophenoxy)(4-nitrophenoxy)phosphoryl)-L-aspartate